[N+](=O)([O-])C=1NN=NC1 4-nitro-3H-1,2,3-triazole